2-(1-methyl-1H-pyrazol-4-yl)-N-(2-methyl-5-(2-(octahydro-1H-cyclopenta[b]pyridin-1-yl)acetamido)pyridin-3-yl)-1H-pyrrolo[2,3-b]pyridine-5-carboxamide CN1N=CC(=C1)C1=CC=2C(=NC=C(C2)C(=O)NC=2C(=NC=C(C2)NC(CN2C3C(CCC2)CCC3)=O)C)N1